C1(CCC1)N1N=C(C2=CC(=CC=C12)C(C)(C)O)NC=1C(=NN(C1)C)OC 2-{1-cyclobutyl-3-[(3-methoxy-1-methyl-1H-pyrazol-4-yl)amino]-1H-indazol-5-yl}propan-2-ol